N[C@@H](CC(=O)OCC)C=1C=C(C=C(C1F)C)C1=C(C(=C(C=C1C)C)F)C (S)-ethyl 3-amino-3-(3',4-difluoro-2',4',5,6'-tetramethylbiphenyl-3-yl)propanoate